NC=1C=CC(=C(C1)C=1C=C(C=NC1)C1=CC(=NC=N1)C1(CC1)C(=O)N)C (6-(5-(5-amino-2-methylphenyl)pyridin-3-yl)pyrimidin-4-yl)cyclopropanecarboxamide